(2S,4R)-1-[(2S)-2-(4-cyclopropyltriazol-1-yl)-3,3-dimethyl-butanoyl]-4-hydroxy-N-[2-(2-methylsulfonylphenyl)ethyl]pyrrolidine-2-carboxamide C1(CC1)C=1N=NN(C1)[C@H](C(=O)N1[C@@H](C[C@H](C1)O)C(=O)NCCC1=C(C=CC=C1)S(=O)(=O)C)C(C)(C)C